(2R,4S)-N-((S)-1-(((6-amino-2-methylpyridin-3-yl)methyl)amino)-1-oxopropan-2-yl)-4-(4-cyanobenzyl)pyrrolidine-2-carboxamide di-trifluoroacetate FC(C(=O)O)(F)F.FC(C(=O)O)(F)F.NC1=CC=C(C(=N1)C)CNC([C@H](C)NC(=O)[C@@H]1NC[C@H](C1)CC1=CC=C(C=C1)C#N)=O